C(=O)(OCCCCCCCCCCCCCC)OOC(=O)OCCCCCCCCCCCCCC di-tetradecyl peroxydicarbonate